[Si](C)(C)(C(C)(C)C)OCC1N(C(CC1)=O)C(=O)NC1=C(C=C(C(=C1)O[C@H](C(F)(F)F)C)C(NC1=C(C=CC=C1F)Cl)=O)F 2-(((tert-butyldimethylsilyl)oxy)methyl)-N-(4-((2-chloro-6-fluorophenyl)carbamoyl)-2-fluoro-5-(((S)-1,1,1-trifluoropropan-2-yl)oxy)phenyl)-5-oxopyrrolidine-1-carboxamide